3-chloro-4-(1,4-dioxa-8-azaspiro[4.5]decan-8-yl)aniline ClC=1C=C(N)C=CC1N1CCC2(OCCO2)CC1